CN(CCOC1=CC=C(C=C1)N1C=C(C(C2=CC(=C(C=C12)N1[C@H](CCC1)COC1=NC=CC=C1C)F)=O)C(=O)O)C (R)-1-(4-(2-(dimethylamino)ethoxy)phenyl)-6-fluoro-7-(2-(((3-methylpyridin-2-yl)oxy)methyl)pyrrolidin-1-yl)-4-oxo-1,4-dihydroquinoline-3-carboxylic acid